ClC=1C(=NC=C(C1)Cl)C(CCN)N 1-(3,5-dichloro-2-pyridinyl)-1,3-propanediamine